C(C)(=O)C1=CN(C2=CC(=CC=C12)P(O)(O)=O)CC(=O)N1[C@@H]2C[C@@]2(C[C@H]1C(NCC1=C(C(=CC=C1)Cl)F)=O)CN1CCN(CC1)C (3-acetyl-1-(2-((1R,3S,5R)-3-((3-chloro-2-fluorobenzyl)carbamoyl)-5-((4-methylpiperazin-1-yl)methyl)-2-azabicyclo[3.1.0]hexan-2-yl)-2-oxoethyl)-1H-indol-6-yl)phosphonic acid